5-chloro-2,4-difluoroaniline ClC=1C(=CC(=C(N)C1)F)F